COC(C1=C(C=CC(=C1)Cl)NC1=C(C=C(C=C1)F)CC)=O.NC1=C(C(=O)NC)C=C(C=C1C)Cl 2-amino-5-chloro-N,3-dimethyl-benzamide methyl-5-chloro-2-((2-ethyl-4-fluorophenyl)-amino)benzoate